N-phenyl-3-methylpyridine bistrifluoromethanesulfonimide salt [N-](S(=O)(=O)C(F)(F)F)S(=O)(=O)C(F)(F)F.C1(=CC=CC=C1)N1CC(=CC=C1)C